N-(4-(3-(diethylamino)propoxy)-3-(trifluoromethyl)phenyl)-4-(3-phenylisoxazolidin-2-yl)-5-(trifluoromethyl)pyrimidin-2-amine C(C)N(CCCOC1=C(C=C(C=C1)NC1=NC=C(C(=N1)N1OCCC1C1=CC=CC=C1)C(F)(F)F)C(F)(F)F)CC